FC1=C(C=C(C=C1)F)[C@@H]1N(CCC1)C1=NC=2N(C=C1)N=CC2NC(=S)N[C@@H]2[C@@H](C2)F 1-(5-((R)-2-(2,5-difluorophenyl)pyrrolidin-1-yl)pyrazolo[1,5-a]pyrimidin-3-yl)-3-((1S,2R)-2-fluorocyclopropyl)thiourea